8-bromo-6-fluoro-4-hydroxy-3-methyl-benzopyran-2-thione BrC1=CC(=CC=2C(=C(C(OC21)=S)C)O)F